2-((1S,2S)-2-aminocyclooctyl)-5-chloro-N-(thiophen-2-ylmethyl)thieno[3,2-b]pyridin-7-amine N[C@@H]1[C@H](CCCCCC1)C1=CC2=NC(=CC(=C2S1)NCC=1SC=CC1)Cl